3-((benzyloxy)methyl)-4-ethyl-1-(7-fluoro-4-isopropyl-2-(o-tolyl)-1,2,3,4-tetrahydroquinolin-6-yl)-1H-1,2,4-triazol-5(4H)-one C(C1=CC=CC=C1)OCC1=NN(C(N1CC)=O)C=1C=C2C(CC(NC2=CC1F)C1=C(C=CC=C1)C)C(C)C